6-(4-amino-5-cyclopropylpyrimidin-2-yl)-7-fluoro-2-[(4S)-4-[[6-oxo-5-(trifluoromethyl)-1H-pyridazin-4-yl]amino]pentyl]isoquinolin-1-one NC1=NC(=NC=C1C1CC1)C=1C=C2C=CN(C(C2=CC1F)=O)CCC[C@H](C)NC=1C=NNC(C1C(F)(F)F)=O